cyclotridec-9-en-5-one C1CCCC(CCCC=CCCC1)=O